COC(C(=C)C(C1=CC=CC=C1)O)=O 2-(hydroxy-phenyl-methyl)-acrylic acid methyl ester